3-[2-[6-chloro-3-(difluoromethyl)-2-methyl-1,3-benzodiazol-5-yl]ethynyl]-1-[(3S,5R)-5-(methoxymethyl)-1-(prop-2-enoyl)pyrrolidin-3-yl]-5-(methylamino)pyrazole-4-carboxamide ClC=1C(=CC2=C(N=C(N2C(F)F)C)C1)C#CC1=NN(C(=C1C(=O)N)NC)[C@@H]1CN([C@H](C1)COC)C(C=C)=O